BrC1=CC=C(C(=N1)N)COC 6-bromo-3-(methoxymethyl)pyridin-2-amine